ClC1=NC(=C2C=CC(=NC2=C1)OS(=O)(=O)C(F)(F)F)NC1C[C@H]2CC[C@@H](C1)N2C(=O)OC(C)(C)C tert-butyl (1R,3s,5S)-3-((7-chloro-2-(((trifluoromethyl)sulfonyl)oxy)-1,6-naphthyridin-5-yl)amino)-8-azabicyclo[3.2.1]octane-8-carboxylate